N-(4-(dibenzo[b,d]furan-4-yl)phenyl)-[1,1':4',1''-terphenyl]-4-amine C1=CC=C(C=2OC3=C(C21)C=CC=C3)C3=CC=C(C=C3)NC3=CC=C(C=C3)C3=CC=C(C=C3)C3=CC=CC=C3